2-Amino-1-(3-(benzylsulfanyl)-2,6-dimethylphenyl)-5,6-dimethyl-1H-pyrrolo[2,3-b]pyridine-3-carbonitrile NC1=C(C=2C(=NC(=C(C2)C)C)N1C1=C(C(=CC=C1C)SCC1=CC=CC=C1)C)C#N